7-bromo-6-fluoro-3-{3-[(6-fluoronaphthalen-1-yl)oxy]propyl}-1H-indole-2-carboxylic acid ethyl ester C(C)OC(=O)C=1NC2=C(C(=CC=C2C1CCCOC1=CC=CC2=CC(=CC=C12)F)F)Br